trimethylpropane CC(CC)(C)C